(((3-(difluoromethyl)-1-methyl-1H-pyrazol-5-yl)sulfonyl)methyl)piperidine-1-carboxylic acid tert-butyl ester C(C)(C)(C)OC(=O)N1C(CCCC1)CS(=O)(=O)C1=CC(=NN1C)C(F)F